C(CCCC)N1C(=CC=C1C=1C=CC=CC1)C1=NC=CC1=C1N=CC=C1 5-(1-Pentylterazol-5-yl)-Benzol